N[C@@H]1CN(CC[C@@H]1F)C(=O)OC(C)(C)C cis-tert-butyl (3R,4S)-3-amino-4-fluoro-piperidine-1-carboxylate